(2S,4R)-4-((tert-butoxycarbonyl)amino)-5-(4-hydroxyphenyl)-2-methyl-pentanoic acid C(C)(C)(C)OC(=O)N[C@H](C[C@@H](C(=O)O)C)CC1=CC=C(C=C1)O